C1(=CC=C(C=C1)N1N=CC=2C(C1=O)=C(N(C2C)C2=CC(=CC=C2)OC)C)C2=CC=CC=C2 2-([1,1'-Biphenyl]-4-yl)-6-(3-methoxyphenyl)-5,7-dimethyl-2,6-dihydro-1H-pyrrolo[3,4-d]pyridazin-1-one